tert-butyl 5-formyl-2-azabicyclo[2.2.1]heptane-2-carboxylate C(=O)C1C2CN(C(C1)C2)C(=O)OC(C)(C)C